CN(C1=CC=C(C=C1)C1=CC=C(C=C1)CN(C(=O)C1CCCCC1)C1=CC(=CC=C1)CNC=1C=NC=CC1)C N-((4'-(Dimethylamino)-[1,1'-biphenyl]-4-yl)methyl)-N-(3-((pyridin-3-ylamino)methyl)phenyl)cyclohexanecarboxamide